CN(C)C=C1C(CC(CC1)C(=O)OC)=O methyl 4-((dimethylamino) methylene)-3-oxocyclohexane-1-carboxylate